2-[4-[5-Amino-4-cyano-1-[2,2,2-trifluoro-1-methylethyl]pyrazol-3-yl]phenyl]-N-[3-(2,2-dimethylpropyl)isoxazol-5-yl]propanamide NC1=C(C(=NN1C(C(F)(F)F)C)C1=CC=C(C=C1)C(C(=O)NC1=CC(=NO1)CC(C)(C)C)C)C#N